2-(6-(4-(hydroxymethyl)thiazol-2-yl)pyridin-2-yl)propan-2-ol OCC=1N=C(SC1)C1=CC=CC(=N1)C(C)(C)O